C(C)(C)C1=C(NC2=CC=C(C=C12)C1CCN(CC1)C1COC1)C=1C(=C(C(N(C1)C)=O)C)C 5-(3-isopropyl-5-(1-(oxetan-3-yl)piperidin-4-yl)-1H-indol-2-yl)-1,3,4-trimethylpyridin-2(1H)-one